(R)-2-amino-3-(7-bromothieno[3,2-b]pyridine-2-carboxamido)propanoic acid N[C@@H](C(=O)O)CNC(=O)C1=CC2=NC=CC(=C2S1)Br